tert-butyl 6-(((trifluoromethyl)sulfonyl)oxy)-2,3,4,7-tetrahydro-1H-azepine-1-carboxylate FC(S(=O)(=O)OC1=CCCCN(C1)C(=O)OC(C)(C)C)(F)F